[Br+].C(=O)([O-])CN1CN(C=C1)CC(=O)[O-].[Br+] 1,3-bis(carboxymethyl)imidazole bromine salt